COC(C=C(CCCCCCCCCCCC(C)O)O)=O 3,15-dihydroxyhexadecenoic acid methyl ester